tert-butyl 4-{3-chloro-5H-pyrrolo[3,2-c]pyridazin-6-yl}piperidine-1-carboxylate ClC1=CC2=C(N=N1)C=C(N2)C2CCN(CC2)C(=O)OC(C)(C)C